ClC(C(C1=CC=CC=C1)P(C1=CC=CC=C1)(C1=CC=CC=C1)=O)=C (2-chloro-1-phenylallyl)diphenylphosphine oxide